C(C1=CC=CC=C1)OC1CNCCC1 3-(Benzyloxy)piperidine